CN(CC1CN(CCO1)C1=CC=C(C=C1)B1OC(C(O1)(C)C)(C)C)C N,N-dimethyl-1-[4-[4-(4,4,5,5-tetramethyl-1,3,2-dioxaborolan-2-yl)phenyl]morpholin-2-yl]methanamine